BrC1=C(C=C(C=C1)C1=NC(=CC=C1N[C@H](C)C=1C=C(C=C2C(C(=C(OC12)N1CCC(CC1)(C)C)C)=O)C)Cl)C1OCCO1 8-[(1R)-1-[[2-[4-bromo-3-(1,3-dioxolan-2-yl)phenyl]-6-chloro-3-pyridyl]amino]ethyl]-2-(4,4-dimethyl-1-piperidyl)-3,6-dimethyl-chromen-4-one